CC1=C(C=C(C(=C1)NC1=C(C=CC=C1)C(F)(F)F)C)N=CN(C)CC N'-(2,5-dimethyl-4-((2-(trifluoromethyl)phenyl)amino)phenyl)-N-ethyl-N-methylformimidamide